FC1=C(C=CC=C1)C1=CC=C(C=C1)CCCC(=O)NCC1=CC=NC=C1 4-(2'-fluoro-[1,1'-biphenyl]-4-yl)-N-(pyridin-4-ylmethyl)butanamide